3-(6-(5-(aminomethyl)-1H-pyrrolo[2,3-b]pyridin-4-yl)-1-(2,5-difluorophenyl)hex-3,5-diyn-1-yl)-1-methylpyridin-2(1H)-one NCC=1C(=C2C(=NC1)NC=C2)C#CC#CCC(C2=C(C=CC(=C2)F)F)C=2C(N(C=CC2)C)=O